4-(4-chloro-2-fluorophenylsulfonyl)thiomorpholine ClC1=CC(=C(C=C1)S(=O)(=O)N1CCSCC1)F